BrCCN1C(NC(C1=O)(C)C)=O 3-(2-bromoethyl)-5,5-dimethyl-hydantoin